Cl.C1N(CC12CCNCC2)C2=CC1=C(NC(O1)=O)C=C2 6-(2,7-diazaspiro[3.5]non-2-yl)-3H-1,3-benzoxazol-2-one hydrochloride